ethoxycarbonyl-L-lysine C(C)OC(=O)N[C@@H](CCCCN)C(=O)O